ClC1=CC=C(CNC(=O)NC2=CC=C(C=C2)COC2CCCC2)C=C1 1-(4-chlorobenzyl)-3-(4-((cyclopentyloxy)methyl)phenyl)urea